COCCOC1=NC2=CC=CC(=C2C=N1)N1C[C@@H](N([C@H](C1)C)C(=O)OC(C)(C)C)C tert-butyl (2S,6S)-4-(2-(2-methoxyethoxy)quinazolin-5-yl)-2,6-dimethylpiperazine-1-carboxylate